(S)-1-(1-(1-(2-(3-mercaptopropanamido)ethyl)piperidin-4-yl)ethyl)-N-((4-methoxy-6-methyl-2-oxo-1,2-dihydropyridin-3-yl)methyl)-2-methyl-1H-indole-3-carboxamide SCCC(=O)NCCN1CCC(CC1)[C@H](C)N1C(=C(C2=CC=CC=C12)C(=O)NCC=1C(NC(=CC1OC)C)=O)C